6,6-Difluoro-2-(3-fluoro-5-(4,4,5,5-tetramethyl-1,3,2-dioxaborolan-2-yl)pyridin-2-yl)-2-azaspiro[3.3]heptane FC1(CC2(CN(C2)C2=NC=C(C=C2F)B2OC(C(O2)(C)C)(C)C)C1)F